tert-butyl 2,2-dioxo-1,2lambda6,3-oxathiazolidine-3-carboxylate O=S1(OCCN1C(=O)OC(C)(C)C)=O